O=C1C(=C2N(N1C1=CC=CC=C1)CCC2)C=O 2-oxo-1-phenyl-4H,5H,6H-pyrrolo[1,2-b]pyrazole-3-carbaldehyde